OC1=CC=C(C=C1)C#CC1=C(C=CC=C1)CN1CCN(CC1)C1=CC=C(C(=O)N)C=C1 4-[4-[[2-[2-(4-hydroxyphenyl)ethynyl]phenyl]methyl]piperazin-1-yl]benzamide